COCC1CC(C1)OC=1C=CC2=C(N=C(O2)C2=C3C=C(N=CC3=C(N=C2)NC)C2(CC2)C(=O)N)C1 (5-(5-((1r,3r)-3-(methoxymethyl)cyclobutoxy)benzo[d]oxazol-2-yl)-8-(methylamino)-2,7-naphthyridin-3-yl)cyclopropanecarboxamide